[Ir+3].CC=1C(=NC(=C(N1)C)C(C(C(C)(C)C)=O)(C(C(C)(C)C)=O)C1=C(N=C(C(=N1)C1=CC=CC=C1)C)C)C1=CC=CC=C1 bis(3,5-dimethyl-2-phenylpyrazinyl)(dipivaloylmethane) iridium (III)